2H-pyrimido(4,5-b)indole-2-one N=1C(N=CC=2C1N=C1C=CC=CC21)=O